[Si](C1=CC=CC=C1)(C1=CC=CC=C1)(C(C)(C)C)OC1CC(C1)CO ((1r,3r)-3-((tert-Butyldiphenylsilyl)oxy)cyclobutyl)methanol